COC1=CC=C(C=C1)C1=NC2=CC=CC=C2C(=C1)NCCCNCCCNC(OC(C)(C)C)=O tert-Butyl N-{3-[(3-{[2-(4-methoxyphenyl)quinolin-4-yl]amino}propyl)amino]propyl}carbamate